NC=1C=C(C=C(C1)O)C(C(F)(F)F)(C(F)(F)F)C1=CC(=CC(=C1)O)N 2,2-bis(3-amino-5-hydroxyphenyl)hexafluoropropane